16-nonadecanone CCCCCCCCCCCCCCCC(CCC)=O